1-(((1r,3s)-3-methylcyclobutyl)methyl)-1H-1,2,4-triazole-3-carboxamide CC1CC(C1)CN1N=C(N=C1)C(=O)N